FC(C=1C(=C(C=CC1)[C@@H](C)NC=1C2=C(N=C(N1)C)C=NC(=C2)C2(CCN(CC2)C(C)=O)OCC2CC2)F)F (R)-1-(4-(4-((1-(3-(difluoromethyl)-2-fluorophenyl)ethyl)amino)-2-methylpyrido[3,4-d]pyrimidin-6-yl)-4-cyclopropylmethoxypiperidin-1-yl)ethan-1-one